3-chloro-4-fluoro-N,N-dimethyl-benzamide ClC=1C=C(C(=O)N(C)C)C=CC1F